ClC=1C=CC2=C(N=C(O2)C2CC3(CC(C3)NC(CC3CN(C3)S(=O)(=O)C3=CC=C(C)C=C3)=O)C2)C1 N-[6-(5-chloro-1,3-benzoxazol-2-yl)spiro[3.3]heptan-2-yl]-2-[1-(p-toluenesulfonyl)azetidin-3-yl]acetamide